CC1=CC=CC(=N1)C1=C(N=CN1)C=1C=C2C=C(C=NC2=CC1)NC1CC(C1)C(=O)OC1CNC1 azetidin-3-yl (1r,3r)-3-((6-(5-(6-methylpyridin-2-yl)-1H-imidazol-4-yl)quinolin-3-yl)amino)cyclobutane-1-carboxylate